azidoallylpropylamine N(=[N+]=[N-])C=CCCCCN